BrC=1C(=NC(=CC1)C(NCC(CO)(C)C)=O)C(=O)OC methyl 3-bromo-6-((3-hydroxy-2,2-dimethylpropyl)carbamoyl)picolinate